5-chloro-7-bromonaphthol ClC1=C2C=CC=C(C2=CC(=C1)Br)O